4,4,4-trichloro-1,2-epoxybutane ClC(CC1CO1)(Cl)Cl